(2S,4S)-6-chloro-4-hydroxy-N-(4-{5-[cis-3-(trifluoromethoxy)cyclobutyl]-1,3,4-oxadiazol-2-yl}bicyclo[2.2.2]oct-1-yl)-3,4-dihydro-2H-1-benzopyran-2-carboxamide ClC=1C=CC2=C([C@H](C[C@H](O2)C(=O)NC23CCC(CC2)(CC3)C=3OC(=NN3)[C@@H]3C[C@@H](C3)OC(F)(F)F)O)C1